ClC=1C(=NC(=NC1)N[C@H]1[C@@H](CN(CC1)S(=O)(=O)CC)O)C=1C=C(C2=C(N(C(=N2)C)C2COC2)C1)F (3r,4r)-4-({5-chloro-4-[4-fluoro-2-methyl-1-(oxetan-3-yl)-1H-benzimidazol-6-yl]pyrimidin-2-yl}amino)-1-(ethanesulfonyl)piperidin-3-ol